C(C1=CC=CC=C1)(=O)[C@]([C@@H](C[2H])NC(CCCCCCCCCCCCCC=CCCCCCCCC)=O)(\C=C\CCCCCCCCCCCCC)[2H] (2R,3S,4E)-3-benzoyl-2-tetracos-15-enamido-4-octadecene-1,3-d